Cl.O1CC(C1)C(C)N 1-(oxetan-3-yl)ethan-1-amine hydrogen chloride